6-(tert-butoxycarbonyl)-2,2-diphenylbenzo[d][1,3]dioxol-4-yl 7-(benzyloxy)-2,2-diphenylbenzo[d][1,3]dioxole-5-carboxylate C(C1=CC=CC=C1)OC1=CC(=CC2=C1OC(O2)(C2=CC=CC=C2)C2=CC=CC=C2)C(=O)OC2=CC(=CC=1OC(OC12)(C1=CC=CC=C1)C1=CC=CC=C1)C(=O)OC(C)(C)C